CC=1C=C2C(=CC=NC2=CC1)N[C@H]1CN(CC1)C(=O)OC(C)(C)C tert-butyl (R)-3-((6-methylquinolin-4-yl)amino)pyrrolidine-1-carboxylate